(R)-4-amino-N-(5-(1-amino-2,2-difluoroethyl)pyridin-3-yl)-1-(2,6-dichloro-4-methoxyphenyl)-6-oxo-1,6-dihydropyrimidine-5-carboxamide NC=1N=CN(C(C1C(=O)NC=1C=NC=C(C1)[C@H](C(F)F)N)=O)C1=C(C=C(C=C1Cl)OC)Cl